CCCCC/C=C\C/C=C\CCCCCCCCCCCC(=O)OC[C@H](COP(=O)(O)OC[C@@H](C(=O)O)N)OC(=O)CC/C=C\C/C=C\C/C=C\C/C=C\C/C=C\C/C=C\CC 1-(13Z,16Z-docosadienoyl)-2-(4Z,7Z,10Z,13Z,16Z,19Z-docosahexaenoyl)-glycero-3-phosphoserine